Cyclopentyl-3-fluorobenzene C1(CCCC1)C1=CC(=CC=C1)F